NC(=O)NCC=1C=C(CN2C(C(=C(C=C2C)OCC2=C(C=C(C=C2)F)F)Br)=O)C=CC1 1-[3-(aminocarbonylaminomethyl)benzyl]-3-bromo-4-[(2,4-difluorobenzyl)oxy]-6-methylpyridin-2(1H)-one